3-cyclopentyl-6,7-difluoro-3-(4-hydroxyphenyl)indolin-2-one tert-butyl-(3S)-6-[2-[[isopropyl(methyl)amino]methyl]-1,3-benzothiazol-5-yl]-3-methyl-3,4-dihydro-2H-pyridine-1-carboxylate C(C)(C)(C)OC(=O)N1C[C@H](CC=C1C=1C=CC2=C(N=C(S2)CN(C)C(C)C)C1)C.C1(CCCC1)C1(C(NC2=C(C(=CC=C12)F)F)=O)C1=CC=C(C=C1)O